F[C@H]1CN(CC[C@@H]1OC=1C=C2C(=NC=NC2=CC1OC)NC1=C(C=CC(=C1)C=1OC=CC1)OC)C(C=C)=O 1-((3S,4S)-3-fluoro-4-((4-((5-(furan-2-yl)-2-methoxyphenyl)amino)-7-methoxy-quinazolin-6-yl)oxy)piperidin-1-yl)prop-2-en-1-one